FC=1C=C(C=CC1C(=O)N1CCNCC1)NC(=O)C=1N(C(=CN1)C=1C(=NNC1)C(F)(F)F)C N-[3-fluoro-4-(piperazine-1-carbonyl)phenyl]-1-methyl-5-[3-(trifluoromethyl)-1H-pyrazol-4-yl]imidazole-2-carboxamide